C(C)(=O)N1CC2CCC(C1)N2C2=C(C=C(C=C2)C2=NC1=C(C=C(C=C1C(N2C)=O)C)[C@@H](C)NC=2C(=NC(=CC2)Cl)C(=O)NS(=O)(=O)C)F 3-(((1R)-1-(2-(4-(3-acetyl-3,8-diazabicyclo[3.2.1]octan-8-yl)-3-fluorophenyl)-3,6-dimethyl-4-oxo-3,4-dihydroquinazolin-8-yl)ethyl)amino)-6-chloro-N-(methylsulfonyl)picolinamide